FC1=CC=C(C=C1)C1=NN2C(CO[C@H](C2)C)=C1C1=C2C(=NC(=C1)C)NN=C2 (S)-2-(4-Fluorophenyl)-6-methyl-3-(6-methyl-1H-pyrazolo[3,4-b]pyridin-4-yl)-6,7-dihydro-4H-pyrazolo[5,1-c][1,4]oxazine